CC=1C(=NC=C(C1)C=1N=CC2=C(N1)CCCN2C2=C1C=C(C(N(C1=CC(=N2)N(CC)CC)C)=O)C)C(=O)OC2(CC2)CNC 1-((methylamino)methyl)cyclopropan-1-ol methyl-5-(5-(7-(diethylamino)-1,3-dimethyl-2-oxo-1,2-dihydro-1,6-naphthyridin-5-yl)-5,6,7,8-tetrahydropyrido[3,2-d]pyrimidin-2-yl)picolinate